5-Amino-4-Methoxybenzamid NC=1C(=CC=C(C(=O)N)C1)OC